propyl-cobalt C(CC)[Co]